ClC1=CC=C(C=C1)C1=C(CCN(C1)C(=O)OC(C)(C)C)CN1CCN(CC1)C1=CC(=C(C=C1)C(=O)OC)OC=1C=C2C(=NC1)NC=C2 tert-butyl 5-(4-chlorophenyl)-4-[[4-[4-methoxycarbonyl-3-(1H-pyrrolo[2,3-b]pyridin-5-yloxy)phenyl]piperazin-1-yl]methyl]-3,6-dihydro-2H-pyridine-1-carboxylate